5-(2-chloroethyl)-1-(4-fluorophenyl)-6-(pyridin-3-yl)-1,5-dihydro-4H-pyrazolo[3,4-d]pyrimidin-4-one ClCCN1C(=NC2=C(C1=O)C=NN2C2=CC=C(C=C2)F)C=2C=NC=CC2